perfluorophenyl 5-((tert-butoxycarbonyl)amino)-2-methoxy-6-phenylnicotinate perfluorophenyl-5-((tert-butoxycarbonyl)amino)-2-methoxy-6-phenylnicotinate FC1=C(C(=C(C(=C1F)F)F)F)C1=C(C(=NC(=C1C(=O)O)OC(F)(F)F)C1=C(C(=C(C(=C1F)F)F)F)F)N(C(=O)OC(C(F)(F)F)(C(F)(F)F)C(F)(F)F)F.C(C)(C)(C)OC(=O)NC=1C(=NC(=C(C(=O)OC2=C(C(=C(C(=C2F)F)F)F)F)C1)OC)C1=CC=CC=C1